ClC1=CC=C(OCCCN2CCC(CC2)NC(COC2=CC(=C(C=C2)Cl)Cl)=O)C=C1 N-(1-(3-(4-chlorophenoxy)propyl)piperidin-4-yl)-2-(3,4-dichlorophenoxy)acetamide